1,3,4,6,7,12b-Hexahydro-2H-pyrido[4'',3'':4',5']thieno[2',3':3,4]pyrido[1,2-a]pyrazine C1C2N(CCN1)CCC1=C2SC2=C1C=CN=C2